tert-butyl (3S)-3-(2-oxoethyl)piperidine-1-carboxylate O=CC[C@H]1CN(CCC1)C(=O)OC(C)(C)C